OXABICYCLOHEPTANEN C1(=COCCCC1)C1CCCCCC1